2-naphthylethan C1=C(C=CC2=CC=CC=C12)CC